2-[5-fluoro-(3-indolyl)]cyclohexanone FC=1C=C2C(=CNC2=CC1)C1C(CCCC1)=O